ClCC1OC1 2-chloromethyl-oxirane